CC1(N(CCN(C1)C1=C2C(=NC=C1)N(CC2)C(NC=2C(=CC=1N(C2)N=CN1)C)=O)C(=O)OC(C)(C)C)C tert-butyl 2,2-dimethyl-4-(1-((7-methyl-[1,2,4]triazolo[1,5-a]pyridin-6-yl)carbamoyl)-2,3-dihydro-1H-pyrrolo[2,3-b]pyridin-4-yl)piperazine-1-carboxylate